[Ir].FC1=C(C=CC(=C1)F)C1N=CC=C1 2-(2,4-difluorophenyl)-2H-pyrrole iridium